N-(benzenesulfonyl)-6-[3-[2-[1-(trifluoromethyl)cyclopropyl]ethoxy]pyrazol-1-yl]-2-[(4S)-2,2,4-trimethylpyrrolidin-1-yl]pyridine-3-carboxamide C1(=CC=CC=C1)S(=O)(=O)NC(=O)C=1C(=NC(=CC1)N1N=C(C=C1)OCCC1(CC1)C(F)(F)F)N1C(C[C@@H](C1)C)(C)C